C(C)(C)(C)N1N=C(C(=C1C)O)C1=C(C=CC=C1)SC(C)(C)C 1-(tert-butyl)-3-(2-(tert-butylthio)phenyl)-5-methyl-pyrazol-4-ol